BrCC=1C(=NN(C1C(F)F)C)Cl 4-(bromomethyl)-3-chloro-5-(difluoromethyl)-1-methyl-1H-pyrazole